tert-Butyl (S)-3-((4-((2,3-difluoro-4-(((S)-tetrahydrofuran-3-yl)methoxy)phenyl)amino)-7-fluoropyrido[3,2-d]pyrimidin-6-yl)oxy)pyrrolidine-1-carboxylate FC1=C(C=CC(=C1F)OC[C@@H]1COCC1)NC=1C2=C(N=CN1)C=C(C(=N2)O[C@@H]2CN(CC2)C(=O)OC(C)(C)C)F